2-[(4-{6-[(4-chloro-2-fluorobenzyl)oxy]pyridin-2-yl}piperidin-1-yl)methyl]-1-[2-(tetrahydro-2H-pyran-4-yl)ethyl]-1H-benzimidazole-6-carboxylic acid ClC1=CC(=C(COC2=CC=CC(=N2)C2CCN(CC2)CC2=NC3=C(N2CCC2CCOCC2)C=C(C=C3)C(=O)O)C=C1)F